C(C(C)C)NC=1NC(=CN1)C1=NC=CC(=C1)C=1C=NC=C(C1)OC N-Isobutyl-5-(5-methoxy-3,4'-bipyridin-2'-yl)-1H-imidazol-2-amin